2-(1-Methyl-1H-pyrazol-5-yl)-5-(4-methylpiperazin-1-yl)-4,5,6,7-tetrahydro-2H-indazol-3-ol CN1N=CC=C1N1N=C2CCC(CC2=C1O)N1CCN(CC1)C